CC1(OB(OC1(C)C)C1[C@@H]2CN(C[C@H]12)C(=O)OC(C)(C)C)C tert-Butyl (1R,5S,6s)-6-(4,4,5,5-tetramethyl-1,3,2-dioxaborolan-2-yl)-3-azabicyclo[3.1.0]hexane-3-carboxylate